tert-butyl (E)-(2-(4-((2,4-dioxothiazolidin-5-ylidene)methyl)phenoxy)ethyl)carbamate O=C1S\C(\C(N1)=O)=C\C1=CC=C(OCCNC(OC(C)(C)C)=O)C=C1